ClC1=C(C=NC=C1)N1CC2(CCCN2C(=O)OC(C)(C)C)CC1 tert-butyl 7-(4-chloropyridin-3-yl)-1,7-diazaspiro[4.4]nonane-1-carboxylate